ClC[C@H](O)C=1C=NC=C(C1)F (R)-2-Chloro-1-(5-fluoropyridin-3-yl)ethan-1-ol